ClC1=CC2=C(S1)C1(CC(NC(C1)C1CCCCC1)C1CCCCC1)OCC2 (2R,6S)-2-chloro-2',6'-dicyclohexyl-spiro[4,5-dihydrothieno[2,3-c]pyran-7,4'-piperidine]